(R)-3-(6-chloro-2-(4-methylpiperazine-1-carbonyl)-1,2,3,4-tetrahydroisoquinolin-8-yl)morpholine-4-carboxylic acid tert-butyl ester C(C)(C)(C)OC(=O)N1[C@@H](COCC1)C=1C=C(C=C2CCN(CC12)C(=O)N1CCN(CC1)C)Cl